3,4,6-trifluoro-2-[(2-fluoro-4-iodophenyl)amino]-N-methoxy-N-methylbenzamide FC=1C(=C(C(=O)N(C)OC)C(=CC1F)F)NC1=C(C=C(C=C1)I)F